diphenyl sulfoxide diisocyanate [N-]=C=O.[N-]=C=O.C1(=CC=CC=C1)S(=O)C1=CC=CC=C1